3-fluoro-5-[(trifluoromethyl)sulfanyl]pyridin-2-amine FC=1C(=NC=C(C1)SC(F)(F)F)N